C[Si]([Si](OC)(OC)OC)(C)C Trimethyltrimethoxydisilan